3-chloro-2-[2-[3-[2-(2,6-dioxo-3-piperidyl)-1-oxo-isoindolin-5-yl]propoxy]ethoxy]-5-[1-methyl-1-[4-[(2-methylsulfanylpyrimidin-4-yl)methoxy]phenyl]ethyl]benzonitrile ClC=1C(=C(C#N)C=C(C1)C(C)(C1=CC=C(C=C1)OCC1=NC(=NC=C1)SC)C)OCCOCCCC=1C=C2CN(C(C2=CC1)=O)C1C(NC(CC1)=O)=O